FC(C1=NC=CC=C1CNC=1C2=C(N=C(N1)N1CCC(CC1)C#N)N=CC=C2)(F)F 1-(4-(((2-(trifluoromethyl)pyridin-3-yl)methyl)amino)pyrido[2,3-d]pyrimidin-2-yl)piperidine-4-carbonitrile